(1RS,2RS)-2-phenylcyclopropane-1-carboxylic acid Ethyl ester [(1RS,2RS)-Ethyl-2-phenylcyclopropane-1-carboxylate] C(C)[C@@]1([C@H](C1)C1=CC=CC=C1)C(=O)O.C(C)OC(=O)[C@H]1[C@@H](C1)C1=CC=CC=C1 |r|